COC=1C=CC(=NC1)C1=NN(C=C1)C 5-methoxy-2-(1-methyl-1H-pyrazol-3-yl)pyridine